FC=1C(=CC=C2C=CC(NC12)=O)C(=O)OC methyl 8-fluoro-2-oxo-1,2-dihydroquinoline-7-carboxylate